3-(1-(3-Bromophenyl)azepan-2-yl)-1-phenyl-1H-pyrrole-2,5-dione BrC=1C=C(C=CC1)N1C(CCCCC1)C=1C(N(C(C1)=O)C1=CC=CC=C1)=O